5-METHYLQUINOLINE-2-CARBALDEHYDE CC1=C2C=CC(=NC2=CC=C1)C=O